ClC=1C=C(C(=NC1)C(=O)N1CC2=CC=CC=C2C[C@H]1CN1CCOCC1)N1N=C(C2=CC=CC=C12)C(=O)N(C1=CC=CC=C1)C1=CC=C(C=C1)O (S)-1-(5-chloro-2-(3-(morpholinomethyl)-1,2,3,4-tetrahydroisoquinoline-2-carbonyl)pyridin-3-yl)-N-(4-hydroxyphenyl)-N-phenyl-1H-indazole-3-carboxamide